S-(2-hydroxy cyclopentyl) ethanethioate C(C)(SC1C(CCC1)O)=O